N(=C=O)C(C)O[Si](OCC)(OCC)CCC Isocyanato-propyl-triethoxysilan